2-cyclopropyl-7-(4-(2,2-difluoroethoxy)-5-(1-((Tetrahydro-2H-pyran-4-yl)methyl)piperidin-4-yl)-1H-benzo[d]imidazol-2-yl)-6-oxyl-5,6-dihydro-1H-Pyrrolo[3,2-c]pyridine-3-carbonitrile C1(CC1)C1=C(C2=CNC(C(=C2N1)C1=NC2=C(N1)C=CC(=C2OCC(F)F)C2CCN(CC2)CC2CCOCC2)O)C#N